tert-amyl-tert-butyl peroxide C(C)(C)(CC)OOC(C)(C)C